(2S,3R,5R)-3-(5-(2-((2-chloro-3,4-dihydroxybenzoyl)oxy)ethyl)isoxazol-3-yl)-3-methyl-7-oxo-4-thia-1-azabicyclo[3.2.0]heptane-2-carboxylic acid 4,4-dioxide ClC1=C(C(=O)OCCC2=CC(=NO2)[C@]2([C@@H](N3C(C[C@H]3S2(=O)=O)=O)C(=O)O)C)C=CC(=C1O)O